NC=1C(=NON1)N1N=NC(=C1)C(=O)NNCC1=C(C=CC=C1)C(F)(F)F 1-(4-amino-1,2,5-oxadiazol-3-yl)-N'-(2-(trifluoromethyl)benzyl)-1H-1,2,3-triazole-4-carbohydrazide